(4aR,8aS)-4a-(3-methyl-2-thiophenyl)octahydro-2H-benzo[b][1,4]oxazine CC1=C(SC=C1)[C@@]12[C@@H](OCCN1)CCCC2